ClC1=CC(=C(C(=N1)[N+](=O)[O-])O)OC 6-chloro-4-methoxy-2-nitro-pyridin-3-ol